(E)-N-ethyl-3-methoxy-N-(2-(2-(2-methoxyethoxy)ethoxy)ethyl)-4-((4-nitrophenyl)diazenyl)aniline C(C)N(C1=CC(=C(C=C1)\N=N\C1=CC=C(C=C1)[N+](=O)[O-])OC)CCOCCOCCOC